t-amyl isononanoate C(CCCCCC(C)C)(=O)OC(C)(C)CC